C(#N)C=1C=CC(=NC1)C=1C(=NC=CC1)N1CCN(CC1)C1CC2(CN(C2)C(=O)OC(C)(C)C)C1 tert-butyl 6-[4-(5-cyano-2,3'-bipyridin-2'-yl) piperazin-1-yl]-2-azaspiro[3.3]heptane-2-carboxylate